imidazo[1,2-b]pyridazine-6-amine N=1C=CN2N=C(C=CC21)N